racemic-siloxyfuran [SiH3]OC=1OC=CC1